C#CCCCC=CCC=CCC 6,9-dodecadien-1-yne